3-(2-methyl-2H-indazol-5-yl)quinazolin-4(3H)-one CN1N=C2C=CC(=CC2=C1)N1C=NC2=CC=CC=C2C1=O